tert-butyl (4-methoxy-3-methylpyridin-2-yl)carbamate COC1=C(C(=NC=C1)NC(OC(C)(C)C)=O)C